tert-butyl 4-((4-(2-(4-methylthiazol-5-yl)ethoxy)phenyl)amino)piperidine-1-carboxylate CC=1N=CSC1CCOC1=CC=C(C=C1)NC1CCN(CC1)C(=O)OC(C)(C)C